(2,4,6-trifluorobenzyl)pyridin-2-amine FC1=C(CC=2C(=NC=CC2)N)C(=CC(=C1)F)F